ClC=1C=C(C=CC1C=1C=NC=C(C1)C1=C2C(=NC=C1)OCCO2)C(=O)N2CCC(CC2)O (3-chloro-4-(5-(2,3-dihydro-[1,4]dioxino[2,3-b]pyridin-8-yl)pyridin-3-yl)phenyl)(4-hydroxypiperidin-1-yl)methanone